4-(((6-bromo-3-methoxypyridin-2-yl)oxy)methyl)-3-fluorobenzonitrile BrC1=CC=C(C(=N1)OCC1=C(C=C(C#N)C=C1)F)OC